(4,6-dichloropyrimidin-2-yl)acetic acid methyl ester COC(CC1=NC(=CC(=N1)Cl)Cl)=O